C1(CCC2=CC=CC=C12)C=1N=C(C2=C(N1)OC(=C2C(=O)N)C)NC2(CC2)C (2,3-dihydro-1H-inden-1-yl)-6-methyl-4-[(1-methylcyclopropyl)amino]furo[2,3-d]pyrimidine-5-carboxamide